1,2,3-tris(p-toluenesulfonyloxy)benzene CC1=CC=C(C=C1)S(=O)(=O)OC1=C(C(=CC=C1)OS(=O)(=O)C1=CC=C(C)C=C1)OS(=O)(=O)C1=CC=C(C)C=C1